OCC1([C@@H](O)[C@H](O)[C@H](O1)CO)N Fructosyl-amine